ClC1=CC=C(C=C1)C1=C(CC(CC1)(C)C)C=O 2-(4-chlorophenyl)-5,5-dimethylcyclohex-1-ene-1-carbaldehyde